FC1=C(C=C(C(=C1F)OC)F)CO (2,3,5-trifluoro-4-methoxyphenyl)methanol